7-[4-(1-Methyl-4-pyridin-4-yl-1H-pyrazol-3-yl)-phenoxymethyl]-thiazolo[3,2-a]pyrimidin-5-one CN1N=C(C(=C1)C1=CC=NC=C1)C1=CC=C(OCC=2N=C3N(C(C2)=O)C=CS3)C=C1